Cl.C1(CC1)CS(=O)(=O)NC1=CC=C(C2=CC=CC=C12)OC=1N=C(SC1C1=NC(=NC=C1)N[C@@H]1CNC[C@H](C1)F)C 1-cyclopropyl-N-[4-[5-[2-[[(3S,5S)-5-fluoro-3-piperidyl]amino]pyrimidin-4-yl]-2-methyl-thiazol-4-yl]oxy-1-naphthyl]methanesulfonamide hydrochloride